8-{4-[1-(4-fluorophenyl)-2-hydroxyethyl]piperazin-1-yl}-5-methyl-7-nitro-6-oxo-5,6-dihydro-1,5-naphthyridine-2-carbonitrile FC1=CC=C(C=C1)C(CO)N1CCN(CC1)C1=C(C(N(C=2C=CC(=NC12)C#N)C)=O)[N+](=O)[O-]